2-({7-amino-4-[4-amino-3-(pyridin-3-yl)phenyl]-1-oxo-2,3-dihydro-1H-isoindol-2-yl}methyl)prop-2-enamide NC=1C=CC(=C2CN(C(C12)=O)CC(C(=O)N)=C)C1=CC(=C(C=C1)N)C=1C=NC=CC1